SN[C@@H](CCCCN)C(=O)O mercaptolysine